(1R,2R)-phenylserinol C1(=CC=CC=C1)NC(CO)CO